3-hexenyl cis-butyrate C(CCC)(=O)OCCC=CCC